C1(CC1)C1=CC(=NN1)C1=C(C=CC(=C1)F)C 5-cyclopropyl-3-(5-fluoro-2-methylphenyl)-1H-pyrazol